1-(4-benzyloxyphenyl)ethan C(C1=CC=CC=C1)OC1=CC=C(C=C1)CC